7-(methylsulfonyl)dibenzo[b,d]furan-2-sulfonyl chloride CS(=O)(=O)C1=CC2=C(C3=C(O2)C=CC(=C3)S(=O)(=O)Cl)C=C1